C(C=C)(=O)N1C[C@@H](N(CC1)C1=NC(N2C3=C(C(=C(C=C13)Cl)C1=C(C=C(C=C1)F)F)SC[C@@H](C2)OC)=O)C (3R)-8-((S)-4-acryloyl-2-methylpiperazin-1-yl)-10-chloro-11-(2,4-difluorophenyl)-3-methoxy-3,4-dihydro-2H,6H-[1,4]thiazepino[2,3,4-ij]quinazolin-6-one